(4S)-hydroxyisoleucine ON[C@@H]([C@@H](C)CC)C(=O)O